ClC1=NC(=NC2=CC=CC=C12)Br chloro-bromoquinazoline